(3-(4-((3-methylpyridin-2-yl)oxy)phenyl)-1,2,4-oxadiazol-5-yl)methacrylic acid CC=1C(=NC=CC1)OC1=CC=C(C=C1)C1=NOC(=N1)C=C(C(=O)O)C